4-(4-methoxybenzyl)-4H-isothiazolo[5',4':4,5]pyrrolo[2,3-d]pyrimidine-6-amine COC1=CC=C(CN2C3=C(C4=C2N=C(N=C4)N)SN=C3)C=C1